(4-hydroxy-3-methoxyphenyl)ethylbenzene OC1=C(C=C(C=C1)CCC1=CC=CC=C1)OC